BrC1=CC=CC(=N1)CNC(=N)N N-[(6-bromopyridin-2-yl)methyl]guanidine